3-Chloro-N-(4-iodophenyl)butanamide ClC(CC(=O)NC1=CC=C(C=C1)I)C